NC1=CC=C(OC2=CC(=C(C=C2)N)CC)C=C1 4-(4-aminophenoxy)-2-ethylbenzenamine